3-(Piperidine-1-carbonyl)benzoic acid [3-(1-ethyl-8-oxo-spiro[6,7-dihydro-4H-pyrazolo[3,4-c]azepin-5,4'-tetrahydropyran]-3-yl)-2,2-dimethyl-propyl] ester C(C)N1N=C(C2=C1C(NCC1(CCOCC1)C2)=O)CC(COC(C2=CC(=CC=C2)C(=O)N2CCCCC2)=O)(C)C